3',4'-diamino-N-(cyclopropylmethyl)-[1,1'-biphenyl]-3-carboxamide NC=1C=C(C=CC1N)C1=CC(=CC=C1)C(=O)NCC1CC1